((5-(2-(cyclobutylamino)propan-2-yl)-8-methoxy-2,7-naphthyridin-3-yl)amino)-7,7-dimethyl-7,8-dihydro-5H-pyrano[4,3-b]pyridin-5-one C1(CCC1)NC(C)(C)C1=C2C=C(N=CC2=C(N=C1)OC)NC1=CC=C2C(=N1)CC(OC2=O)(C)C